4-amino-N-hydroxy-1,2,5-oxadiazole-3-carboximidoyl chloride NC=1C(=NON1)C(=NO)Cl